magnesium-silicon phosphorite P([O-])([O-])[O-].[Si+4].[Mg+2].P([O-])([O-])[O-]